CC1OCCC1(C)NC(COC1=CC=C2C(=NN(C2=C1)C)C1C(NC(CC1)=O)=O)=O N-(2,3-dimethyltetrahydrofuran-3-yl)-2-((3-(2,6-dioxopiperidin-3-yl)-1-methyl-1H-indazol-6-yl)oxy)acetamide